CC1=CC(=NC=N1)C1=CC(=NN1)C(=O)N1[C@H]2CC(C[C@@H]1CC2)C(=O)O (1r,3r,5s)-8-[5-(6-methylpyrimidin-4-yl)-1H-pyrazole-3-carbonyl]-8-azabicyclo[3.2.1]octane-3-carboxylic acid